C(CC)S(=O)(=O)NC(=O)C1=CC=C(C=C1)N1[C@@H]2C[C@H]([C@H](C1)C2)OC(=O)C=2C(=NOC2C2CC2)C2=C(C=CC=C2Cl)Cl 5-cyclopropyl-3-(2,6-dichlorophenyl)-1,2-oxazole-4-carboxylic acid (1s,4s,5r)-2-{4-[(propane-1-sulfonyl) carbamoyl] phenyl}-2-azabicyclo[2.2.1]heptan-5-yl ester